2-((2S)-1-propenoyl-4-(3-methyl-2'-(((S)-1-methylpyrrolidin-2-yl)methoxy)-5',8'-dihydro-6'H-spiro[inden-1,7'-quinazolin]-4'-yl)piperazin-2-yl)acetonitrile C(C=C)(=O)N1[C@H](CN(CC1)C1=NC(=NC=2CC3(CCC12)C=C(C1=CC=CC=C13)C)OC[C@H]1N(CCC1)C)CC#N